OC1=C(C=CC(=C1)OC)C(CC1=CC(=C(C=C1)O)OC)=O 1-(2-Hydroxy-4-methoxyphenyl)-2-(4-hydroxy-3-methoxyphenyl)ethanon